C(C#CC)(=O)N1CC2(CCN(C2)C2=C3C(=C(NC3=C(C=C2F)C(=O)N)C)C)CC1 4-(7-(but-2-ynoyl)-2,7-diazaspiro[4.4]nonan-2-yl)-5-fluoro-2,3-dimethyl-1H-indole-7-carboxamide